(E)-7-(cyclopentylamino)-5-(ethoxymethyl)-2-phenyl-1H-indole-3-carbaldehyde O-methyl oxime CO\N=C\C1=C(NC2=C(C=C(C=C12)COCC)NC1CCCC1)C1=CC=CC=C1